N-(4-{[6-(5-chloro-2-fluorophenyl)-3-methylpyridazin-4-yl]amino}pyridin-2-yl)prop-2-enamide ClC=1C=CC(=C(C1)C1=CC(=C(N=N1)C)NC1=CC(=NC=C1)NC(C=C)=O)F